1-isopentyl-3,5-bis(3-methoxybenzylidene)piperidin-4-one C(CC(C)C)N1CC(C(C(C1)=CC1=CC(=CC=C1)OC)=O)=CC1=CC(=CC=C1)OC